(+/-)-N-((3S,4R)-3-fluoropiperidin-4-yl)-2-iodo-1-(2,2,2-trifluoroethyl)-1H-indol-4-amine F[C@H]1CNCC[C@H]1NC=1C=2C=C(N(C2C=CC1)CC(F)(F)F)I |r|